dimethylbenzylamine hydroxide [OH-].CN(CC1=CC=CC=C1)C